FC1=CC=C2C(=CNC2=C1)C=O (6-fluoro-1H-indol-3-yl)methanone